2,4,6-trimethoxyamphetamine COC1=C(CC(N)C)C(=CC(=C1)OC)OC